[C@H]12CC(C[C@H](CC1)N2)N(C2=CC=C(N=N2)C2=C(C=C(C=C2)N2N=NC=C2)O)C 2-(6-(((1R,3S,5S)-8-azabicyclo[3.2.1]octan-3-yl)(methyl)amino)pyridazin-3-yl)-5-(1H-1,2,3-triazol-1-yl)phenol